COC(=O)C=1C=CC2=C(N(C(=N2)[C@@H](CC)Br)C[C@H]2OCC2)C1 ((R)-1-Bromopropyl)-1-(((S)-oxetan-2-yl)methyl)-1H-benzo[d]imidazole-6-carboxylic acid methyl ester